4-methyl-3-hydroxymethyl-3-methyl-pyrazole CC=1C(N=NC1)(C)CO